(1R,4r)-4-((8-(tert-butylamino)-5-chloro-6-((R)-1-hydroxyethyl)pyrido[3,4-d]pyrimidin-2-yl)amino)cyclohexan-1-ol C(C)(C)(C)NC1=NC(=C(C2=C1N=C(N=C2)NC2CCC(CC2)O)Cl)[C@@H](C)O